5-((tert-butoxycarbonyl)amino)-2-(hydroxymethyl)-1-methylpyridin-1-ium C(C)(C)(C)OC(=O)NC=1C=CC(=[N+](C1)C)CO